FC=1C(=C(C=CC1F)C(C(O)NC=1C=C2C=CN(CC2=CC1)C(=O)N)[C@@H]([C@H](C(F)(F)F)C)C)OC 6-[(4S,5R)-3-(3,4-difluoro-2-methoxyphenyl)-4,5-dimethyl-5-(trifluoromethyl)oxapent-2-ylamino]isoquinoline-2-carboxamide